COC(C1CCN(CC1)C1=CC=C(C=C1)C1=C(CCCC=2C=3C(=NN(C3C=CC21)C2OCCCC2)F)CC=O)OC 2-(6-(4-(4-(dimethoxymethyl)piperidin-1-yl)phenyl)-1-fluoro-3-(tetrahydro-2H-pyran-2-yl)-3,8,9,10-tetrahydrocyclohepta[e]indazol-7-yl)acetaldehyde